1-cyclobutyl-4-((6-(3-fluorophenyl)pyridazin-3-yl)methyl)-1,4-dihydropyrazine-2,3-dione C1(CCC1)N1C(C(N(C=C1)CC=1N=NC(=CC1)C1=CC(=CC=C1)F)=O)=O